3-ethyl-5-methylcyclohexan-1-one C(C)C1CC(CC(C1)C)=O